2-imidazol-1-yl-8-methyl-7H-purine-6-carboxylic acid ethyl ester C(C)OC(=O)C1=C2NC(=NC2=NC(=N1)N1C=NC=C1)C